tert-butyl 4-[[[1-(2,6-dioxo-3-piperidyl)-3-methyl-2-oxo-benzimidazol-4-yl]-methyl-amino]methyl]piperidine-1-carboxylate O=C1NC(CCC1N1C(N(C2=C1C=CC=C2N(C)CC2CCN(CC2)C(=O)OC(C)(C)C)C)=O)=O